1,3-dihydropyrido[3,4-e][1,4]diazepine-2-thione N1C(CN=CC2=C1C=NC=C2)=S